BrC=1C=C2C(=NC1)N(N=C2C2=CC=C(C=C2)C(F)(F)F)C2CN(C2)C(C(=C)F)=O 1-(3-(5-bromo-3-(4-(trifluoro-methyl)phenyl)-1H-pyrazolo[3,4-b]pyridin-1-yl)azetidin-1-yl)-2-fluoroprop-2-en-1-one